tert-butyl 4-(5-(3-((5-cyano-4-(4-fluorophenyl)thiazol-2-yl)(methyl)amino)-2-ethylimidazo[1,2-a]pyridin-6-yl) pyrimidin-2-yl)piperidine-1-carboxylate C(#N)C1=C(N=C(S1)N(C1=C(N=C2N1C=C(C=C2)C=2C=NC(=NC2)C2CCN(CC2)C(=O)OC(C)(C)C)CC)C)C2=CC=C(C=C2)F